N1=C(C=NC=C1)CCSC[C@@H]([C@@H](CSCCC1=NC=CN=C1)O)O (2R,3S)-1,4-bis(2-pyrazin-2-ylethylthio)butan-2,3-diol